9,10-bis(3,5-Diphenylphenyl)anthracene C1(=CC=CC=C1)C=1C=C(C=C(C1)C1=CC=CC=C1)C=1C2=CC=CC=C2C(=C2C=CC=CC12)C1=CC(=CC(=C1)C1=CC=CC=C1)C1=CC=CC=C1